CC1=CC=CC(=N1)C1=C(N=CN1)C=1C=C2C=C(C=NC2=CC1)NCCN1C[C@H](CC1)C(=O)OC1CNC1 azetidin-3-yl (S)-1-(2-((6-(5-(6-methylpyridin-2-yl)-1H-imidazol-4-yl)quinolin-3-yl)amino)ethyl)pyrrolidine-3-carboxylate